tert-butyl (R)-4-(3-cyano-6-(1-methyl-1H-pyrazol-4-yl) pyrazolo[1,5-a]pyridin-4-yl)-2-methylpiperazine-1-carboxylate C(#N)C=1C=NN2C1C(=CC(=C2)C=2C=NN(C2)C)N2C[C@H](N(CC2)C(=O)OC(C)(C)C)C